5-hydroxy-2,3-dihydroisoindole OC=1C=C2CNCC2=CC1